N=1C=CN2C1C(=CC=C2)COC=2C(=CC(=NC2)OC)C2SCCN2 2-(5-(imidazo[1,2-a]pyridin-8-ylmethoxy)-2-methoxypyridin-4-yl)thiazolidine